NCC1=C(C=C(C=N1)N1CC(N(C(C1)C)C(=O)OC(C)(C)C)C)Cl tert-butyl 4-[6-(aminomethyl)-5-chloropyridin-3-yl]-2,6-dimethylpiperazine-1-carboxylate